β-D-galactosyl-1,4-N-acetyl-β-D-glucosamine CC(=O)N[C@@H]1[C@H]([C@@H]([C@H](O[C@H]1O)CO)O[C@H]2[C@@H]([C@H]([C@H]([C@H](O2)CO)O)O)O)O